FC1=C2C=CN3C2=C(C2=CCCN([C@H]2C3)C)C=C1 |r| Racemic-3-fluoro-8-methyl-7a,8,9,10-tetrahydro-7H-indolo[7,1-fg][1,7]naphthyridine